ClC1=NC(=C2N=CN(C2=N1)C1OCCCC1)NCC1=CC=C(C=C1)OC Chloro-6-[(4-methoxybenzyl)amino]-9-(tetrahydro-2H-pyran-2-yl)-9H-purine